FC=1C=2N(C=C(C1)C1=CC(=C(C=C1)B1OC(C(O1)(C)C)(C)C)OCOC)C=C(N2)C 8-fluoro-6-(3-(methoxymethoxy)-4-(4,4,5,5-tetramethyl-1,3,2-dioxaborolan-2-yl)phenyl)-2-methylimidazo[1,2-a]pyridine